C[C@@H]1N[C@@H](C[C@]2(C1)OCCC1=CC=CC=C12)C=1N=NN(C1)C (1S,2'S,6'S)-2'-methyl-6'-(1-methyl-1H-1,2,3-triazol-4-yl)spiro[isochroman-1,4'-piperidine]